CN(NC(CCC(=O)O)=O)C N-(Dimethylamino)succinamic acid